methyl-thioribose CC(=S)[C@H](O)[C@H](O)[C@H](O)CO